C(C=C)(=O)OCCCCCCC(C(=O)[O-])(C)P(=O)(O)O acryloyloxyhexyl-phosphonopropionate